N1=NN=C2C1=CN=N2 pyrazolo[4,3-d]triazole